Aspartic Acid-13C4 N[13C@@H]([13CH2][13C](=O)O)[13C](=O)O